C(C)(C)N(CCC)CC1=CC2=C(C(N(C=C2C(F)(F)F)C2=CC(=CC=C2)C2(CC(C2)OC)C2=NN=CN2C)=O)N1 2-((isopropyl(propyl)amino)methyl)-6-(3-((1r,3r)-3-methoxy-1-(4-methyl-4H-1,2,4-triazol-3-yl)cyclobutyl)phenyl)-4-(trifluoromethyl)-1,6-dihydro-7H-pyrrolo[2,3-c]pyridin-7-one